(S)-N-(sec-butyl)-2-(3-(4-chlorophenyl)-6-oxopyridazin-1(6H)-yl)acetamide [C@H](C)(CC)NC(CN1N=C(C=CC1=O)C1=CC=C(C=C1)Cl)=O